4-(3,4-Dichlorophenyl)-5-methyl-2-(2-naphthylmethyl)imidazole ClC=1C=C(C=CC1Cl)C=1N=C(NC1C)CC1=CC2=CC=CC=C2C=C1